1-(2-hydrazino-4-methyl-5,7-dihydro-pyrrolo[3,4-d]pyrimidin-6-yl)-2-[1-(2-trifluoromethyl-pyridin-4-yl)-azetidin-3-yl]-ethanone N(N)C=1N=C(C2=C(N1)CN(C2)C(CC2CN(C2)C2=CC(=NC=C2)C(F)(F)F)=O)C